C(CCC)[P](C1CCCC1)=O monobutyl-cyclopentyl-phosphorus oxide